4-Propyl-4H-benzofuro[3,2-b]furo[2,3-d]pyrrole C(CC)N1C2=C(C3=C1C=CO3)OC3=C2C=CC=C3